C1(=C(C(=CC=C1)S([O-])=S)C=1C(=CC=CC1)O)O biphenolthiosulfinate